IC=1C(=C(C(=O)O)C=C(C1)[N+](=O)[O-])C 3-iodo-2-methyl-5-nitrobenzoic acid